CC1(OCC(OC1)CS(=O)(=O)C1=CC=C(OC\C(\CN)=C\F)C=C1)C (E)-2-((4-(((5,5-dimethyl-1,4-dioxan-2-yl)methyl)sulfonyl)phenoxy)methyl)-3-fluoroprop-2-en-1-amine